(R)-methyl (6-((2-amino-2,4-dimethylpentyl)oxy)-5-(difluoromethyl)-[3,4'-bipyridin]-2'-yl)carbamate N[C@@](COC1=C(C=C(C=N1)C1=CC(=NC=C1)NC(OC)=O)C(F)F)(CC(C)C)C